N-{4-[4-amino-5-(4-(6-azaspiro[3.4]octane-6-carbonyl)phenyl)-7-methyl-7H-pyrrolo[2,3-d]pyrimidin-6-yl]phenyl}-2-methylprop-2-enamide NC=1C2=C(N=CN1)N(C(=C2C2=CC=C(C=C2)C(=O)N2CC1(CCC1)CC2)C2=CC=C(C=C2)NC(C(=C)C)=O)C